FC(S(=O)(=O)OC(COC=1C(=C(C=C(C(=O)OCC)C1)[N+](=O)[O-])Cl)COC=1C(=C(C=C(C(=O)OCC)C1)[N+](=O)[O-])Cl)(F)F diethyl 5,5'-((2-(((trifluoromethyl)sulfonyl)oxy)propane-1,3-diyl)bis(oxy))bis(4-chloro-3-nitrobenzoate)